5-chloro-3-[1-[(3,3-difluorocyclobutyl)methyl]pyrazol-4-yl]quinoxalin-6-ol ClC1=C2N=C(C=NC2=CC=C1O)C=1C=NN(C1)CC1CC(C1)(F)F